C1(=C(C=CC=C1)C1=NC=CC=C1)C tolylpyridin